(2S)-2-cyclopropyl-2-hydroxy-N-[(3R,4R)-4-methyl-1-(8-methylquinolin-5-yl)pyrrolidin-3-yl]acetamide C1(CC1)[C@@H](C(=O)N[C@H]1CN(C[C@H]1C)C1=C2C=CC=NC2=C(C=C1)C)O